2-(5-bromo-3-ethylsulfonyl-2-pyridinyl)-6-(trifluoromethyl)pyrazolo[4,3-c]pyridine BrC=1C=C(C(=NC1)N1N=C2C(C=NC(=C2)C(F)(F)F)=C1)S(=O)(=O)CC